N[C@@H]1CN(CC1)C1=C(C=NC=C1C1=NC2=C(N1C)C=CC=C2Cl)C=2C=C(C#N)C=C(C2)F 3-{4-[(3S)-3-aminopyrrolidin-1-yl]-5-(4-chloro-1-methyl-1H-1,3-benzodiazol-2-yl)pyridin-3-yl}-5-fluorobenzonitrile